C(C)(C)(C)C1=NN(C(=C1)NC(OC1=CC=CC=C1)=O)C1=CC=CC=C1 phenyl (3-(tert-butyl)-1-phenyl-1H-pyrazol-5-yl)carbamate